(2S,6R)-tert-Butyl 4-((R)-2-(4-(3-(6-cyano-5-(trifluoromethyl)pyridin-3-yl)-5,5-dimethyl-4-oxo-2-thioxoimidazolidin-1-yl)-2-ethylphenoxy)propyl)-2,6-dimethylpiperazine-1-carboxylate C(#N)C1=C(C=C(C=N1)N1C(N(C(C1=O)(C)C)C1=CC(=C(O[C@@H](CN2C[C@@H](N([C@@H](C2)C)C(=O)OC(C)(C)C)C)C)C=C1)CC)=S)C(F)(F)F